((1s,4r)-4-pentylcyclohexyl)methanone C(CCCC)C1CCC(CC1)C=O